2-chloro-N-(5-(2-(2-(((1r,4r)-4-(dimethylamino)cyclohexyl)amino)pyrimidin-5-yl)ethyl)-6-methylpyridin-2-yl)benzenesulfonamide ClC1=C(C=CC=C1)S(=O)(=O)NC1=NC(=C(C=C1)CCC=1C=NC(=NC1)NC1CCC(CC1)N(C)C)C